NC1=C(C=C(C=N1)NC(C(=O)N1[C@H](CC[C@@H](C1)C)C=1C=CC2=C(N=C(S2)C)C1)=O)CC N-(6-amino-5-ethyl-3-pyridyl)-2-[(2R,5S)-5-methyl-2-(2-methyl-1,3-benzothiazol-5-yl)-1-piperidyl]-2-oxo-acetamide